S1C(=CC=C1C1=CC=2C(N(C(C=3C2C=2C(C(N(C(C12)=O)CC(CCCCCCCCCC)CCCCCCCC)=O)=CC3)=O)CC(CCCCCCCCCC)CCCCCCCC)=O)C=3SC=CC3 4-([2,2'-bithiophene]-5-yl)-2,7-bis(2-octyldodecyl)benzo[LMN][3,8]phenanthroline-1,3,6,8(2h,7h)tetraone